2,2'-(pyridine-2,6-diyl)bis[4-(4-(2-naphthyl)phenyl)-6-phenylpyrimidine] N1=C(C=CC=C1C1=NC(=CC(=N1)C1=CC=C(C=C1)C1=CC2=CC=CC=C2C=C1)C1=CC=CC=C1)C1=NC(=CC(=N1)C1=CC=C(C=C1)C1=CC2=CC=CC=C2C=C1)C1=CC=CC=C1